ClC=1C=CC(=C(C1)C1=CC(=C(N=N1)SCCO)NC1=CC(=NC=C1)NC(=O)C1CC(C1)N1CC2N(C(C1)C2)C)F N-(4-{[6-(5-chloro-2-fluorophenyl)-3-[(2-hydroxyethyl)sulfanyl]pyridazin-4-yl]amino}pyridin-2-yl)-3-{6-methyl-3,6-diazabicyclo[3.1.1]heptan-3-yl}cyclobutane-1-carboxamide